C(=O)(O)C(CC1=CC=C(C=C1)OCCOCCOCCOCC)N1CCN(CCN(CCN(CC1)CC(=O)[O-])C(C(=O)[O-])CO)CC(=O)[O-] 2-{7-[1-carboxy-2-(4-{2-[2-(2-ethoxyethoxy)ethoxy]ethoxy}phenyl)ethyl]-4,10-bis(carboxylatomethyl)-1,4,7,10-tetraazacyclododecan-1-yl}-3-hydroxypropanoate